C1(=CC=C(C=C1)/C(=C(\C1=CC=CC=C1)/C1=CC=C(C=C1)C1=CC=C(C=C1)C=O)/C1=CC=CC=C1)C1=CC=CC=C1 (E)-4'-(2-([1,1'-biphenyl]-4-yl)-1,2-diphenylvinyl)-[1,1'-biphenyl]-4-carbaldehyde